C(C)N1C(C=NC2=CC=CC=C12)=O N-ethylquinoxalin-2(1H)-one